5-((2-(cyclopropyl-(methyl)amino)-5-isopropylpyridin-4-yl)oxy)pyrimidine-2,4-diamine C1(CC1)N(C1=NC=C(C(=C1)OC=1C(=NC(=NC1)N)N)C(C)C)C